ClC=1C(=C(C=CC1)N1C=NC2=C1C(OC(C2)(C)C)=O)F 3-(3-chloro-2-fluorophenyl)-6,6-dimethyl-3H,4H,6H,7H-pyrano[3,4-d]imidazol-4-one